BrC=1C=C(C(=C(C1OC)NC1=NC(=NC(=N1)C1(CC1)C1CC1)N)F)F N4-(5-bromo-2,3-difluoro-6-methoxy-phenyl)-6-(1-cyclopropylcyclopropyl)-1,3,5-triazine-2,4-diamine